FC(C1(CC1)COC[C@H]1CN(CCC1)C1CCN(CC1)C(=O)OCC1=CC=CC=C1)F |r| rac-Benzyl 3-({[1-(difluoromethyl)cyclopropyl]methoxy}methyl)[1,4'-bipiperidine]-1'-carboxylate